CC1=C(C=C(C(=C1)CC1=C(C=CC=C1)C)C)NC(OC)=O methyl (2,5-dimethyl-4-(2-methylbenzyl)phenyl)carbamate